OCCN(\N=N\N(C)CCO)C (E)-1,4-bis(2-hydroxyethyl)-1,4-dimethyltetrazene